FC=1C(N(C=C(C1C)CCN1CC(C1)OC)C(C(=O)O)CC(C)C)=O 2-(3-fluoro-5-(2-(3-methoxyazetidin-1-yl)ethyl)-4-methyl-2-oxopyridin-1(2H)-yl)-4-methylpentanoic acid